OC1=CC=C(C=C1)C(C#N)CC1=CC=C(C=C1)O 2,3-bis(4-hydroxyphenyl)propionitrile